tert-butyl (3RS,4RS)-3-((9-ethyl-2-(((2R,3S)-2-hydroxypentan-3-yl)amino)-9H-purin-6-yl)amino)-4-fluoropyrrolidine-1-carboxylate C(C)N1C2=NC(=NC(=C2N=C1)N[C@@H]1CN(C[C@H]1F)C(=O)OC(C)(C)C)N[C@H]([C@@H](C)O)CC |&1:12,16|